4-((3-bromo-5-methyl-1H-pyrazol-1-yl)methyl)benzonitrile BrC1=NN(C(=C1)C)CC1=CC=C(C#N)C=C1